3-(methoxy-d3)-6-(4-(2-methyl-2H-indazol-4-yl)benzyl)-6,7-dihydro-5H-pyrrolo[3,4-b]pyridin-5-one-7,7-d2 C(OC=1C=C2C(=NC1)C(N(C2=O)CC2=CC=C(C=C2)C=2C1=CN(N=C1C=CC2)C)([2H])[2H])([2H])([2H])[2H]